CN1C=CC2=CC(=CC=C12)C1=C(C=CC=C1)[C@H]1CC(C(O1)=O)=C (R)-5-(2-(1-methyl-1H-indol-5-yl)phenyl)-3-methylenedihydrofuran-2(3H)-one